(R)-N-(1-(1,1-difluoro-2,3-dihydro-1H-inden-4-yl)ethyl)-8-methoxy-7-(1-(methylsulfonyl)piperidin-4-yl)pyrazolo[1,5-a]quinazolin-5-amine FC1(CCC2=C(C=CC=C12)[C@@H](C)NC1=NC=2N(C3=CC(=C(C=C13)C1CCN(CC1)S(=O)(=O)C)OC)N=CC2)F